6-(TERT-BUTYL)PYRIDINE-2-BORONIC ACID C(C)(C)(C)C1=CC=CC(=N1)B(O)O